Butyl 4-(1-methoxy-1-oxopropan-2-yl)-2-methylpiperazine-1-carboxylate COC(C(C)N1CC(N(CC1)C(=O)OCCCC)C)=O